The molecule is a carbon oxoacid and a chalcocarbonic acid. It has a role as a mouse metabolite. It is a conjugate acid of a hydrogencarbonate. C(=O)(O)O